Azido-Nitrophenyl-Glutamine N(=[N+]=[N-])[C@](N(C1=CC=CC=C1)[N+](=O)[O-])(CCC(N)=O)C(=O)O